1-fluoro-2,4-dinitrofluorobenzene C1=CC(=C(C(=C1[N+](=O)[O-])F)[N+](=O)[O-])F